C(C)C1=C2C(=CC(=CC2=CC=C1F)O)C1=C(C=2N=C(N=C(C2C=N1)N1CC(CCC1)C1=CN=CO1)OC[C@]12CCCN2C[C@@H](C1)F)F 5-Ethyl-6-fluoro-4-(8-fluoro-2-(((2R,7aS)-2-fluorotetrahydro-1H-pyrrolizin-7a(5H)-yl)methoxy)-4-(3-(oxazol-5-yl)piperidin-1-yl)pyrido[4,3-d]pyrimidin-7-yl)naphthalen-2-ol